((3aR,5R,7S,7aR)-1-isopropyl-3,3,5,7-tetramethyloctahydro-benzo[c]isoxazol-5-yl)benzonitrile C(C)(C)N1OC([C@H]2[C@H]1[C@H](C[C@@](C2)(C)C2=C(C#N)C=CC=C2)C)(C)C